Cl.FC(C1=NC=CC=C1N1CC2(C1)CNCCC2)(F)F 2-[2-(trifluoromethyl)pyridin-3-yl]-2,6-diazaspiro[3.5]nonane hydrochloride